1-[2-(3-{2-[(4-azido-2-nitrophenyl)amino]ethyl}phenyl)ethyl]-2-(hydroxymethyl)piperidine-3,4,5-triol N(=[N+]=[N-])C1=CC(=C(C=C1)NCCC=1C=C(C=CC1)CCN1C(C(C(C(C1)O)O)O)CO)[N+](=O)[O-]